C1(CCCCC1)COC(=O)N1N=C(C2=CC(=CC=C12)C1=C(C=CC(=C1)C#N)Cl)NC(=O)[C@H]1CN(CCC1)C(=O)OC(C)(C)C 3-({[(3R)-1-(tert-butoxycarbonyl)piperidin-3-yl]carbonyl}amino)-5-(2-chloro-5-cyanophenyl)-1H-indazole-1-carboxylic acid cyclohexylmethyl ester